3-(1H-indazol-5-yl)-N-(1-phenyl-4-(6-(piperidin-1-yl)hexyl)-1H-imidazol-2-yl)benzamide N1N=CC2=CC(=CC=C12)C=1C=C(C(=O)NC=2N(C=C(N2)CCCCCCN2CCCCC2)C2=CC=CC=C2)C=CC1